tetraphenylphosphorus hexafluoroantimonate F[Sb-](F)(F)(F)(F)F.C1(=CC=CC=C1)[P+](C1=CC=CC=C1)(C1=CC=CC=C1)C1=CC=CC=C1